4-azido-6-(morpholine-4-carbonyl)quinolin N(=[N+]=[N-])C1=CC=NC2=CC=C(C=C12)C(=O)N1CCOCC1